(4-(trifluoromethyl)phenyl)-5a,6,7,8-tetrahydro-8aH-cyclopenta[4,5]furo[3,2-c]pyridine-8,8a-diol FC(C1=CC=C(C=C1)C1=NC=CC2=C1C1(C(O2)CCC1O)O)(F)F